CN1OC([C@H]2[C@H]1[C@H](C[C@](C2)(C2=C(C=CC=C2)SC)C)C)(C)C |r| rac-(3ar,5r,7s,7ar)-1,3,3,5,7-pentamethyl-5-(2-(methylsulfanyl)phenyl)octahydrobenzo[c]isoxazole